FC(C1=CC=C(C=C1)C=1SCC(N1)C(=O)O)(F)F 2-(4-trifluoromethylphenyl)-4,5-dihydrothiazole-4-carboxylic acid